4-nitrophenyl ((1s,3s)-3-(thiazolo[5,4-b]pyridin-7-yl)cyclobutyl) carbonate C(OC1=CC=C(C=C1)[N+](=O)[O-])(OC1CC(C1)C1=C2C(=NC=C1)SC=N2)=O